2-[(prop-2-yn-1-yl)oxy]ethane-1-sulfonyl fluoride C(C#C)OCCS(=O)(=O)F